(3-(Methoxycarbonyl)benzyl)zinc COC(=O)C=1C=C(C[Zn])C=CC1